5-(2-fluorophenyl)-4-methoxy-1H-pyrrole-1,3-dicarboxylic acid 1-(t-butyl) 3-methyl ester COC(=O)C1=CN(C(=C1OC)C1=C(C=CC=C1)F)C(=O)OC(C)(C)C